ClC=1C=CC=C2C(C=C(OC12)C1=C(OCC2(CC2)CC(=O)O)C=C(C(=C1)OC)OC)=O 2-[1-[[2-(8-chloro-4-oxo-chromen-2-yl)-4,5-dimethoxy-phenoxy]methyl]cyclopropyl]acetic acid